[3-(benzyloxy)-6-bromopyridin-2-yl]methanol tert-butyl-N-[2-[1-(3-cyano-2-fluoro-phenyl)but-3-enyl-propyl-amino]ethyl]carbamate C(C)(C)(C)N(C(=O)OCC1=NC(=CC=C1OCC1=CC=CC=C1)Br)CCN(CCC)C(CC=C)C1=C(C(=CC=C1)C#N)F